COCOCCC=CCCCCCCCC(OCC)OCC 12,12-diethoxy-3-dodecenyl methoxymethyl ether